2-((1R,4r)-4-((R)-2-hydroxy-N-methylpropanamido)cyclohexyl)-6-methoxy-N-(pyrazolo[1,5-a]pyrimidin-3-yl)-2H-indazole-5-carboxamide O[C@@H](C(=O)N(C)C1CCC(CC1)N1N=C2C=C(C(=CC2=C1)C(=O)NC=1C=NN2C1N=CC=C2)OC)C